3-(4-carbomethoxyphenyl)oxypropionic acid C(=O)(OC)C1=CC=C(C=C1)OCCC(=O)O